BrC=1C=2N(C(=CC1)N1CCC3(C(N4[C@H](O3)CC[C@H]4C=4C=NC=C(C4)F)=O)CC1)N=CC2 (5'S,7a'R)-1-(4-bromopyrazolo[1,5-a]pyridin-7-yl)-5'-(5-fluoropyridin-3-yl)tetrahydro-3'H-spiro[piperidine-4,2'-pyrrolo[2,1-b]oxazol]-3'-one